2-[(2s,6r)-1-[4-[(2,6-dioxo-3-piperidyl)amino]-2-fluoro-phenyl]-4-hydroxy-2,6-dimethyl-4-piperidinyl]Acetic acid O=C1NC(CCC1NC1=CC(=C(C=C1)N1[C@H](CC(C[C@H]1C)(O)CC(=O)O)C)F)=O